C(CC)(=O)O.CON1C(N(C(C1=O)=O)OC)=CC1=CC=CC=C1 dimethoxybenzylidenedioxoimidazolidine propionate